tert-butyl 4-[4-benzyloxy-1-(4-fluorophenyl)-3-(4-methoxycarbonylphenyl)indol-2-yl]piperidine-1-carboxylate C(C1=CC=CC=C1)OC1=C2C(=C(N(C2=CC=C1)C1=CC=C(C=C1)F)C1CCN(CC1)C(=O)OC(C)(C)C)C1=CC=C(C=C1)C(=O)OC